2-(2-chloro-3,5-dimethoxyphenyl)-6-(4,4,5,5-tetramethyl-1,3,2-dioxaborolan-2-yl)pyridazin-3(2H)-one ClC1=C(C=C(C=C1OC)OC)N1N=C(C=CC1=O)B1OC(C(O1)(C)C)(C)C